2-[4-[8-[4-[4-[(3S,4R)-3-hydroxypiperidine-4-carbonyl]piperazine-1-carbonyl]-3-methylanilino]imidazo[1,2-a]pyrazin-3-yl]-3-(trifluoromethyl)pyrazol-1-yl]acetonitrile O[C@@H]1CNCC[C@H]1C(=O)N1CCN(CC1)C(=O)C1=C(C=C(NC=2C=3N(C=CN2)C(=CN3)C=3C(=NN(C3)CC#N)C(F)(F)F)C=C1)C